3,3'-(oxybis-methylene)bis(3-ethyloxetane) O(CC1(COC1)CC)CC1(COC1)CC